N1=C(C=NC=C1)C1=CC(=NO1)C(=O)O 5-(pyrazin-2-yl)isoxazole-3-carboxylic acid